[Cl-].[Cl-].CC1C=2CCC(C2C(=C1)C)[Zr+2]C1CCC=2C(C=C(C12)C)C bis(4,6-dimethyl-1,2,3,4-tetrahydropentalenyl)zirconium dichloride